NCC1=CC=C(C=C1)N1C(=NC=2C1=NC(=CC2)N2CC1CCC(C2)O1)C=1C(=NC=CC1)N 3-{3-[4-(aminomethyl)phenyl]-5-{8-oxa-3-azabicyclo[3.2.1]octan-3-yl}imidazo[4,5-b]pyridin-2-yl}pyridin-2-amine